azaphenanthrobenzo-borole B1N=CC2=C1C1=C(C=C2)C=2C=CC=3C=CC=CC3C2C=C1